FC1=C(C=C(C(=C1)OC)CC1=NNC(C2=CC=CC=C12)=O)C1=CC2=C(NC(=N2)NC(OC)=O)C=C1 Methyl (5-(2-fluoro-4-methoxy-5-((4-oxo-3,4-dihydrophthalazin-1-yl)methyl) phenyl)-1H-benzoimidazol-2-yl)carbamate